NC1CC(CCC1)N 1,3-diamino-cyclohexane